C(C)C=1C(=NC=C(C1)C=1C=CC=C2C=CC(=NC12)OCCN1CCOCC1)N Ethyl-5-(2-(2-morpholinoethoxy)quinolin-8-yl)pyridin-2-amine